N,N'-bis(3-methyl-5-carboxyl-salicylidene)-1,2-diphenyl-ethylenediamine nickel (II) [Ni+2].CC1=C(C(C=NC(C(N=CC=2C(O)=C(C=C(C2)C(=O)O)C)C2=CC=CC=C2)C2=CC=CC=C2)=CC(=C1)C(=O)O)O